CN(C)\C=C\1/C(CCC(C1)(C)C)=O (Z)-2-((dimethylamino)methylene)-4,4-dimethylcyclohexane-1-one